C(#N)C1=CC(=C(C=C1)COC1=CC=CC(=N1)N1N=CC(=C1)CC(=O)O)F 2-[1-[6-[(4-cyano-2-fluoro-phenyl)methoxy]-2-pyridyl]Pyrazol-4-yl]Acetic acid